BrC=1C=C2C(=CC(OC2=CC1)(C)C)C=1N=CNC1 4-(6-bromo-2,2-dimethyl-2H-chromen-4-yl)-1H-imidazole